2-[(E)-[4-[1-[4-(1,1,2,2,2-pentafluoroethoxy)phenyl]-1,2,4-triazol-3-yl]phenyl]methylenehydrazono]thiazolidin-4-one FC(C(F)(F)F)(OC1=CC=C(C=C1)N1N=C(N=C1)C1=CC=C(C=C1)C=N\N=C/1\SCC(N1)=O)F